C(C)(C)(C)C1=CC(=C(C=C1)O)C=1C=NC=CC1 4-(tert-butyl)-2-(pyridin-3-yl)phenol